FC(C1=NN2C(N=C(C=C2NC[C@@](C)(C2=CC=C(C=C2)F)[C@@H]2CN(CC2)C(=O)N)C(F)(F)F)=C1)(F)F |o1:12,21| (R*)-3-((R*)-1-((2,5-bis(trifluoromethyl)pyrazolo[1,5-a]pyrimidin-7-yl)amino)-2-(4-fluorophenyl)propan-2-yl)pyrrolidine-1-carboxamide